C(C1=CC=CC=C1)N(C1=C(N=NC(=C1)NC(=O)C1CC1)C(=O)NC([2H])([2H])[2H])C1=C(C(=CC=C1)Br)OC 4-[benzyl-(3-bromo-2-methoxyphenyl)amino]-6-cyclopropaneamido-N-(2H3)methylpyridazine-3-carboxamide